ClC1=CC=C(C=N1)[C@H](C)CS([O-])=NC#N {[(1S)-1-(6-chloropyridin-3-yl)ethyl](methyl)oxido-λ4-sulfanylidene}cyanamide